triethanolamine tri(3-mercaptopropionate) SCCC(=O)O.SCCC(=O)O.SCCC(=O)O.N(CCO)(CCO)CCO